FC(OC1CC(C1)O)F 3-(Difluoromethoxy)cyclobutanol